9-(2-(phenylthio)phenyl)-9H-thioxanthen-9-ol C1(=CC=CC=C1)SC1=C(C=CC=C1)C1(C2=CC=CC=C2SC=2C=CC=CC12)O